tert-butyl 4-(3-(2,6-dioxopiperidin-3-yl)-5-fluoro-1-methyl-1H-indol-6-yl)piperidine-1-carboxylate O=C1NC(CCC1C1=CN(C2=CC(=C(C=C12)F)C1CCN(CC1)C(=O)OC(C)(C)C)C)=O